BrF bromofluoran